methyl 5-bromo-7-(4-(trifluoromethoxy) phenyl)-2,3-dihydrobenzofuran-4-carboxylate BrC1=CC(=C2C(CCO2)=C1C(=O)OC)C1=CC=C(C=C1)OC(F)(F)F